C(CCC)N(CC(=O)OC)CC(=O)OC N-butylbis(methoxycarbonylmethyl)amine